3-METHYL-1-CYCLOHEXANECARBOXYLIC ACID CC1CC(CCC1)C(=O)O